4-fluoro-5-(1H-pyrazol-1-yl)-2-(5-((2,2,6,6-tetramethylpiperidin-4-yl)thio)pyrazin-2-yl)phenol FC1=CC(=C(C=C1N1N=CC=C1)O)C1=NC=C(N=C1)SC1CC(NC(C1)(C)C)(C)C